6-(2,6-dichloro-3,5-dimethoxyphenyl)-N-ethyl-2-(methylthio)pyrido[3,4-d]pyrimidine-8-amine ClC1=C(C(=C(C=C1OC)OC)Cl)C1=CC2=C(N=C(N=C2)SC)C(=N1)NCC